4-((1H-benzo[d]imidazol-2(3H)-ylidene)amino)-N-(4-((1H-benzo[d]imidazol-2(3H)-ylidene)amino)-3-chlorophenyl)-2-chlorobenzamide N1C(NC2=C1C=CC=C2)=NC2=CC(=C(C(=O)NC1=CC(=C(C=C1)N=C1NC3=C(N1)C=CC=C3)Cl)C=C2)Cl